methyl 7-vinylthieno[3,2-b]pyridine-5-carboxylate C(=C)C1=C2C(=NC(=C1)C(=O)OC)C=CS2